5-chloro-N-(3-chloro-5-cyclopropylphenyl)-2-(1,1-dioxido-1,2-thiazinan-2-yl)isonicotinamide ClC1=CN=C(C=C1C(=O)NC1=CC(=CC(=C1)C1CC1)Cl)N1S(CCCC1)(=O)=O